1,2,4-TRIAZOLE-1-ACETIC ACID N1(N=CN=C1)CC(=O)O